C(C1=CC=CO1)NCCN N-furfuryl-1,2-ethylenediamine